FC1(OC2=C(O1)C=CC(=C2)CCN2[C@@H]([C@H]([C@@H]([C@H](C2)O)O)O)C)F (2R,3R,4R,5S)-1-(2-(2,2-difluorobenzo[d][1,3]dioxol-5-yl)ethyl)-2-methylpiperidine-3,4,5-triol